C(C)(C)(C)C1=NC(=NO1)C(=O)NCC1=C(C=C(C=C1)C1=C(C=NC=C1)N1CCN(CC1)C(\C=C\C(F)(F)F)=O)C (E)-5-(tert-butyl)-N-(2-methyl-4-(3-(4-(4,4,4-trifluorobut-2-enoyl)piperazin-1-yl)pyridin-4-yl)benzyl)-1,2,4-oxadiazole-3-carboxamide